3,5-bis(tert-butyl)-4-hydroxybenzene C(C)(C)(C)C=1C=CC=C(C1O)C(C)(C)C